N1(C=NC=C1)C1=CC(=CC(=N1)C(=O)NC1CCN(CC1)S(=O)(=O)CCOC)C 6-(1H-Imidazol-1-yl)-N-(1-((2-methoxyethyl)sulfonyl)piperidin-4-yl)-4-methylpicolinamide